FC1(S(=O)(=O)C(C(C1CF)F)F)F 2,2,4,5-tetrafluoro-3-(fluoromethyl)sulfolane